tert-Butyl (1R,3r,5S)-3-((3-hydroxy-2-methyl-2-phenylpropanoyl)oxy)-8-azabicyclo[3.2.1]octane-8-carboxylate OCC(C(=O)OC1C[C@H]2CC[C@@H](C1)N2C(=O)OC(C)(C)C)(C2=CC=CC=C2)C